4-methylphenyl-1,3-butanedione CC1=CC=C(C=C1)C(CC(C)=O)=O